1,2,3,4,5,6-hexa(2-cyanoethoxy)hexane C(#N)CCOCC(C(C(C(COCCC#N)OCCC#N)OCCC#N)OCCC#N)OCCC#N